4-methyl-3-(trifluoromethyl)-1H-indol-7-amine CC1=C2C(=CNC2=C(C=C1)N)C(F)(F)F